1-(2-(3,8-diazabicyclo[3.2.1]octan-8-yl)-6,7-dihydrothiazolo[5,4-c]pyridin-5(4H)-yl)-3,3,3-trifluoro-2,2-dimethylpropan-1-one C12CNCC(CC1)N2C=2SC=1CN(CCC1N2)C(C(C(F)(F)F)(C)C)=O